FC(C1=NN(C=C1C1=NN=C(O1)SCC(=O)N1CCN(CC1)S(=O)(=O)C1=CC(=CC=C1)F)C)F 2-((5-(3-(difluoromethyl)-1-methyl-1H-pyrazol-4-yl)-1,3,4-oxadiazol-2-yl)thio)-1-(4-((3-fluorophenyl)sulfonyl)piperazin-1-yl)ethan-1-one